Methyl (S)-2-azabicyclo[2.2.2]octane-3-carboxylate hydrochloride Cl.C12N[C@@H](C(CC1)CC2)C(=O)OC